CS(=O)(=O)C=1C(=NC=CC1)NC1=C(N=NC(=C1)NC(=O)[C@@H]1[C@H](C1)C)C(=O)NC([2H])([2H])[2H] 4-[(3-methanesulfonylpyridin-2-yl)amino]-N-(2H3)methyl-6-[(1S,2S)-2-methylcyclopropaneamido]pyridazine-3-carboxamide